4-({2-chloro-3-[(1S,4S)-2-oxa-5-azabicyclo[2.2.1]heptane-5-carbonyl]phenyl}amino)-3-cyclopropyl-N-[imidazolidin-2-ylidene]benzamide ClC1=C(C=CC=C1C(=O)N1[C@@H]2CO[C@H](C1)C2)NC2=C(C=C(C(=O)N=C1NCCN1)C=C2)C2CC2